5-bromo-6-(cyclopropylmethoxy)pyridinecarbaldehyde BrC=1C=CC(=NC1OCC1CC1)C=O